(Sa)-1-((1R)-1-(4-(3-azabicyclo[3.1.0]hex-3-yl)phenyl)ethyl)-4-(propan-1-yn-1-yl)-1H-indazole-7-carboxylic acid lithium salt [Li+].C12CN(CC2C1)C1=CC=C(C=C1)[C@@H](C)N1N=CC2=C(C=CC(=C12)C(=O)[O-])C#CC